N-(benzo[d]thiazol-2-yl)-1,2,3,4-tetrahydroisoquinoline-8-carboxamide hydrochloride Cl.S1C(=NC2=C1C=CC=C2)NC(=O)C=2C=CC=C1CCNCC21